N\C(\C(=O)OCC)=N/O Ethyl (Z)-2-amino-2-(hydroxyimino)acetate